ClC1=NC=NC2=C(C(=CC=C12)F)C 4-chloro-7-fluoro-8-methylquinazoline